1-azabicyclo[2.2.2]oct-2-en N12C=CC(CC1)CC2